[O-]CCC.[O-]CCC.[Cl-].[Cl-].[Ti+4].C(C)OC(CCC)(OCC)OCC tri-ethoxybutane titanium dichloride dipropoxide